BrC1=CC(=C(C(=O)O)C=C1F)F 4-Bromo-2,5-difluorobenzoic acid